N1C=CC=2C1=NC(=CC2)C=2CCN(CC2)C(=O)OC(C)(C)C tert-butyl 4-(1H-pyrrolo[2,3-b]pyridin-6-yl)-3,6-dihydro-2H-pyridine-1-carboxylate